1-sulfobutyl-3-methylimidazole p-toluenesulfonate salt CC1=CC=C(C=C1)S(=O)(=O)O.S(=O)(=O)(O)C(CCC)C1=NC=CN1C